C12(CC(C1)C2)N2C(NC(C1=CC(=CC=C21)S(=O)(=O)N)=O)=O {bicyclo[1.1.1]pentan-1-yl}-2,4-dioxo-1,3-dihydroquinazoline-6-sulfonamide